L-3,4-ethylenedioxythiophene C1OC2=CSC=C2OC1